C1(CCCC1)N1C(CN(C=2C(N[C@](NC12)(N)NC=1C=C2C=CN(C2=CC1OC)C(C(O)CO)C1CCCC1)=O)C)CC (R)-8-cyclopentyl-2-{[1-(cyclopentyl-glyceryl)-6-methoxyindol-5-yl]amino}-7-ethyl-5-methyl-7,8-dihydropterin